C(C1=C(N=C(O1)C1=C(C(=C(C(=C1[2H])[2H])[2H])[2H])[2H])CCO)([2H])([2H])[2H] 2-(5-(methyl-d3)-2-(phenyl-d5)oxazol-4-yl)ethan-1-ol